CC1(CNCCC1C=1C=C2CN(C(C2=CC1)=O)C1C(NC(CC1)=O)=O)C 3-(5-(3,3-dimethyl-piperidin-4-yl)-1-oxoisoindolin-2-yl)piperidine-2,6-dione